BrC=1C=C(C(=C(C1)C(C(=O)O)CCCC(OC)OC)F)F (5-bromo-2,3-difluorophenyl)-6,6-dimethoxyhexanoic acid